3-methoxyphenylpropanal COC=1C=C(C=CC1)C(C=O)C